N(N)C=C(C#N)C1=NC=CC=C1 3-hydrazino-2-(pyridin-2-yl)acrylonitrile